isocyano-D-alanine [N+](#[C-])N[C@H](C)C(=O)O